4-(4-(1-ethyl-4-(trifluoromethyl)-1H-imidazol-2-yl)benzyl)-2-(1-isopropyl-4-methoxy-1H-pyrazol-5-yl)-6,7-dihydropyrazolo[1,5-a]pyrimidin-5(4H)-one C(C)N1C(=NC(=C1)C(F)(F)F)C1=CC=C(CN2C=3N(CCC2=O)N=C(C3)C3=C(C=NN3C(C)C)OC)C=C1